N-((1,2,3,5,6,7-Hexahydro-s-indacen-4-yl)carbamoyl)-1-(1-isopropylazetidin-3-yl)piperidine-4-sulfonamide, potassium salt [K].C1CCC2=C(C=3CCCC3C=C12)NC(=O)NS(=O)(=O)C1CCN(CC1)C1CN(C1)C(C)C